C1(CC1)C1=NN(C=N1)C1CC2(CN(C2)C(=O)N2CC3(C2)CC(C3)CC3=C(C=C(C=C3)F)S(=O)(=N)C)C1 [6-(3-cyclopropyl-1,2,4-triazol-1-yl)-2-azaspiro[3.3]heptan-2-yl]-[6-[[4-fluoro-2-(methylsulfonimidoyl)phenyl]methyl]-2-azaspiro[3.3]heptan-2-yl]methanone